ClC=1C=C(C=CC1C)N(C(=O)[C@H]1N(C[C@H](C1)N1CC(OCC1)CO)C1=NC(=CC(=C1C#N)C(F)(F)F)C)CC (2S,4S)-N-(3-Chloro-4-methylphenyl)-1-(3-cyano-6-methyl-4-(trifluoromethyl)-pyridin-2-yl)-N-ethyl-4-(2-(hydroxymethyl)morpholino)pyrrolidine-2-carboxamide